(7-(2-((Tert-Butyldimethylsilyl)oxy)ethoxy)-1-(cyclopropylmethyl)-1H-indol-2-yl)methanol [Si](C)(C)(C(C)(C)C)OCCOC=1C=CC=C2C=C(N(C12)CC1CC1)CO